2-(4-(2,5-dioxo-2H-pyrrol-1(5H)-yl)phenyl)acetic acid O=C1N(C(C=C1)=O)C1=CC=C(C=C1)CC(=O)O